C(C)(C)(C)OC(C1=C(C(=C(C(=C1)Br)F)F)Cl)=O 5-bromo-2-chloro-3,4-difluorobenzoic acid tert-butyl ester